C1(CC1)C1=C(C(=NO1)C1=C(C=CC=C1Cl)Cl)CO[C@H]1[C@@H]2C(N([C@H](C1)C2)C2=CC=C(C(=O)NS(=O)(=O)C1COCC1)C=C2)=O 4-[(1s,4r,5r)-5-{[5-cyclopropyl-3-(2,6-dichlorophenyl)-1,2-oxazol-4-yl]methoxy}-3-oxo-2-azabicyclo[2.2.1]heptan-2-yl]-N-(oxolane-3-sulfonyl)benzamide